4-(6-amino-3-(N-(1-methylcyclopropyl)sulfamoyl)naphthalen-1-yl)-N,N-dimethylpiperazine-1-carboxamide NC=1C=C2C=C(C=C(C2=CC1)N1CCN(CC1)C(=O)N(C)C)S(NC1(CC1)C)(=O)=O